FC(C)[SiH2]C (1-fluoroethyl)methylsilane